COC(=O)C1=CC=C(C=C1)C=1N=C2N(C=CN=C2)C1NC=1C=C(C(=O)OC)C=CC1 methyl 3-[[2-(4-methoxy-carbonylphenyl)imidazo[1,2-a]pyrazin-3-yl]amino]benzoate